octadecane-5,8-diol CCCCC(CCC(CCCCCCCCCC)O)O